3-(((1-cyclopentylazetidin-3-yl)carbamoyl)oxy)-2-((((9Z,12Z)-octadeca-9,12-dienoyl)oxy)methyl)propyl (9Z,12Z,15Z)-octadeca-9,12,15-trienoate C(CCCCCCC\C=C/C\C=C/C\C=C/CC)(=O)OCC(COC(NC1CN(C1)C1CCCC1)=O)COC(CCCCCCC\C=C/C\C=C/CCCCC)=O